C1(=CC=CC=C1)/C(=C(\CC)/C1=CC=CC=C1)/C1=CC=C(OC2=C(OC(C)N(C)C)C=CC=C2)C=C1 ((Z)-2-[4-(1,2-diphenylbut-1-enyl)phenoxy]phenoxy)-N,N-dimethylethylamine